[Si](C)(C)(C(C)(C)C)O[C@@H](CC(C=C)=O)C=C |r| racemic-(4R,5S)-5-((tert-butyldimethylsilyl)oxy)-1,6-heptadien-3-one